ClC=1C=C(C(=O)NCC2CCN(CC2)C(=O)OC(C)(C)C)C=C(C1)F tert-butyl 4-[[(3-chloro-5-fluoro-benzoyl)amino]methyl]piperidine-1-carboxylate